BrC1=CC=C2CN(C(C2=C1)=O)C(C=1N(C(=CN1)C(F)(F)F)COCC[Si](C)(C)C)C1=C(C=CC(=C1)F)OC 6-Bromo-2-[{5-fluoro-2-methoxy-phenyl}-[5-(trifluoromethyl)-1-{2-trimethylsilylethoxymethyl}imidazol-2-yl]methyl]isoindolin-1-one